(M)-6-[4-[4-(aminomethyl)-1-oxo-2H-phthalazin-6-yl]-2-methyl-pyrazol-3-yl]-7-fluoro-2,3-dihydro-1,4-benzodioxine-5-carbonitrile NCC1=NNC(C2=CC=C(C=C12)C1=C(N(N=C1)C)C1=C(C2=C(OCCO2)C=C1F)C#N)=O